2-bromo-5-(2,3-dichlorophenoxy)thiazolo[5,4-d]thiazole BrC=1SC=2N=C(SC2N1)OC1=C(C(=CC=C1)Cl)Cl